COC1=CC=C(C=C1)CN(C1=NC=C(C(=C1)C)C(F)(F)F)CC1=CC=C(C=C1)OC N,N-bis[(4-methoxyphenyl)methyl]-4-methyl-5-(trifluoromethyl)pyridin-2-amine